(2-chloroacetyl)-4-methoxypiperidine-1-carboxamide ClCC(=O)C1N(CCC(C1)OC)C(=O)N